ClC1=CC2=C(N(C(N=C2N2[C@H](CN(CC2)C(=O)OC(C)(C)C)C)=O)C2=C(C=C(C=C2C)C(=O)OC)C(C)C)N=C1C1=C(C=CC=C1)F tert-butyl (S)-4-(6-chloro-7-(2-fluorophenyl)-1-(2-isopropyl-4-(methoxycarbonyl)-6-methylphenyl)-2-oxo-1,2-dihydropyrido[2,3-d]pyrimidin-4-yl)-3-methylpiperazine-1-carboxylate